5-(2-iodophenyl)furan-2(3H)-one IC1=C(C=CC=C1)C1=CCC(O1)=O